Dinitrotoluol CC1=C(C=C(C=C1)[N+](=O)[O-])[N+](=O)[O-]